(R)-2-fluoro-N-(6-fluoro-8-methylisoquinolin-1-yl)-4-(5-(2-methoxyethyl)-1,3,4-thiadiazol-2-yl)-N-(piperidin-3-yl)benzamide FC1=C(C(=O)N([C@H]2CNCCC2)C2=NC=CC3=CC(=CC(=C23)C)F)C=CC(=C1)C=1SC(=NN1)CCOC